C(C)(C)(C)C=1C=CC=2C(NS(C=3C=CC=C(NC(CC[C@H]4CC(N(C2N1)C4)(C)C)C(C)(C)O)N3)(=O)=O)=O (14S)-8-tert-butyl-17-(2-hydroxypropan-2-yl)-12,12-dimethyl-2λ6-thia-3,9,11,18,23-pentaazatetracyclo[17.3.1.111,14.05,10]tetracosa-1(23),5(10),6,8,19,21-hexaene-2,2,4-trione